C[Si](OCC)(C)C Trimethyl-monoethoxysilan